C(CCCCCCC\C=C/CCCCCCCC)(=O)OC(CCCCCCC)=O caprylyl oleate